para-toluenesulfinic acid CC1=CC=C(C=C1)S(=O)O